3-fluoro-4-hydroxy-2,6-xylenecarbaldehyde FC1=C(C(=C(C=C1O)C)C=O)C